COC(=O)C1(CCC2(C(=CC3=CC=CC=C23)CC(CO)(C)C)CC1)NC1=CC(=CC=C1)Cl (1r,4r)-4-(3-Chloroanilino)-2'-(3-hydroxy-2,2-dimethylpropyl)spiro[cyclohexane-1,1'-indene]-4-carboxylic acid methyl ester